C(C1=CC=CC=C1)N1C(N(CC2=CC(=CC=C12)NC(=O)NC(C)(C)C)C)=O 1-(1-benzyl-3-methyl-2-oxo-4H-quinazolin-6-yl)-3-tert-butylurea